COC1=CC=C(C=C1)C[C@@H](C(=O)O)NC([C@H](C)NS(=O)(=O)N1CCOCC1)=O (S)-3-(4-methoxyphenyl)-2-((S)-2-(morpholine-4-sulfonylamino)propionamido)propionic acid